4-(1,2,3-selenadiazolyl)benzene-1,3-diol [Se]1N=NC(=C1)C1=C(C=C(C=C1)O)O